N-tert-hexyl-acrylamide C(C)(C)(CCC)NC(C=C)=O